NC1=NC=2C=CC=CC2C2=C1NC(N2CC2=CC=C(OC1=CC=C(CN(C(OC(C)(C)C)=O)C)C=C1)C=C2)=O tert-butyl (4-(4-((4-amino-2-oxo-2,3-dihydro-1H-imidazo[4,5-c]quinolin-1-yl)methyl)phenoxy)benzyl)(methyl)carbamate